4-(7-bromo-2-chloro-8-methyl-quinazolin-4-yl)-1,4-diazepan-2-one BrC1=CC=C2C(=NC(=NC2=C1C)Cl)N1CC(NCCC1)=O